Cl.C1C(CC2=CC=CC=C12)NC1=NC=C(C=N1)N1CCNCC1 N-(2,3-dihydro-1H-inden-2-yl)-5-(piperazin-1-yl)pyrimidin-2-amine hydrochloride